C(C)(=O)OC(C)OC(C)=O diacetoxyethane